tert-butyl 2-methyl-4-(2-tetrahydropyran-4-yl-3H-imidazo[4,5-b]pyridin-7-yl)piperidine-1-carboxylate CC1N(CCC(C1)C1=C2C(=NC=C1)NC(=N2)C2CCOCC2)C(=O)OC(C)(C)C